CN(C(=O)C=1C=NC(=CC1)NC1=C2C(=NC(=C1)N[C@H](C(C)C)C(F)(F)F)N(C=N2)C)C N,N-dimethyl-6-[[3-methyl-5-[[(1R)-2-methyl-1-(trifluoromethyl)propyl]amino]imidazo[4,5-b]pyridin-7-yl]amino]pyridine-3-carboxamide